3-vinylphenylboronic acid sodium salt [Na+].C(=C)C=1C=C(C=CC1)B([O-])[O-].[Na+]